8-bromo-6-fluoro-2,3-dihydro-5H-benzo[e][1,4]oxathiepine 1-oxide BrC=1C=C(C2=C(S(CCOC2)=O)C1)F